P(OCC1(COC1)CC)([O-])[O-] mono[(3-ethyloxetan-3-yl) methyl] phosphite